C(C=C)N[C@@H](CCCNC(N)=N)C(=O)O allylarginine